BrC=1C(N(C(N(C1)CC(=O)[O-])=O)C(CNC(=O)OC(C)(C)C)(C)C)=O [5-bromo-3-(Methyl (S)-2-tert-butoxycarbonylamino-1-methyl-ethyl)-2,4-dioxo-3,4-dihydro-2H-pyrimidin-1-yl]-acetate